ClC1=CN(C=2N=NC(=CC21)C(=O)NC2CC=1C=CC(=NC1CC2)N2CC(C(C2)NC)C(F)F)CC 5-chloro-N-{2-[3-(difluoromethyl)-4-(methylamino)pyrrolidin-1-yl]-5,6,7,8-tetrahydroquinolin-6-yl}-7-ethyl-7H-pyrrolo[2,3-c]pyridazine-3-carboxamide